CS(=O)(=O)C=1C(=NN2C1CNCC2)COC2OCCCC2 (methylsulfonyl)-2-(((tetrahydro-2H-pyran-2-yl)oxy)methyl)-4,5,6,7-tetrahydropyrazolo[1,5-a]pyrazine